ClC1=CC=C(C=C1)C1=NN(C=C1C1N(N=C(C1)C1=CC=C(C=C1)OC)C(=O)C=1C=C(C(=O)O)C=CC1)C1=CC=CC=C1 3-(3'-(4-chlorophenyl)-5-(4-methoxyphenyl)-1'-phenyl-3,4-dihydro-1'H,2H-[3,4'-bipyrazole]-2-carbonyl)benzoic acid